1-(5-fluoro-1H-indol-3-yl)-3-((1r,4r)-4-((5-(trifluoromethyl)pyridin-2-yl)oxy)cyclohexyl)urea FC=1C=C2C(=CNC2=CC1)NC(=O)NC1CCC(CC1)OC1=NC=C(C=C1)C(F)(F)F